C(C)(C)(C)OC(=O)N1CC2=C(CC1)NN=C2C(=O)N2CCC(CC2)C2=C(C(=CC=C2)F)Cl 3-(4-(2-chloro-3-fluorophenyl)piperidine-1-carbonyl)-1,4,6,7-tetrahydro-5H-pyrazolo[4,3-c]pyridine-5-carboxylic acid tert-butyl ester